Cl.Cl.C12(CCC(CC1)(C2)N)N bicyclo[2.2.1]heptane-1,4-diamine dihydrochloride